BrC1=C(COCCO)C=CC=C1F 2-(2-bromo-3-fluorobenzyloxy)ethanol